N-(4-cyclobutyl-5-(3,4-difluorophenyl)-1-methyl-1H-pyrazol-3-yl)-2-(1-methoxycyclobutyl)acetamide C1(CCC1)C=1C(=NN(C1C1=CC(=C(C=C1)F)F)C)NC(CC1(CCC1)OC)=O